S(=O)(=O)(O)CCCOC(C=C)=O 3-Sulfopropylacrylat